(1s,4s)-4-(8-(4-chloro-2,6-difluorophenylamino)-2-(4-hydroxytetrahydrofuran-3-ylamino)-9H-purin-9-yl)cyclohexanecarboxamide ClC1=CC(=C(C(=C1)F)NC=1N(C2=NC(=NC=C2N1)NC1COC[C@H]1O)C1CCC(CC1)C(=O)N)F